1,3,3,5,7-pentamethyl-5-(5-methylthiophen-3-yl)octahydrobenzo[c]isoxazole CN1OC(C2C1C(CC(C2)(C2=CSC(=C2)C)C)C)(C)C